C(C)(C)(C)OC(=O)N[C@H](C(=O)N1N[C@@H](CCC1)C(=O)OC)CC1=CC(=CC(=C1)B1OC(C(O1)(C)C)(C)C)C(F)F methyl (3S)-1-[(2S)-2-[(tert-butoxycarbonyl)amino]-3-[3-(difluoromethyl)-5-(4,4,5,5-tetramethyl-1,3,2-dioxaborolan-2-yl)phenyl]propanoyl]-1,2-diazinane-3-carboxylate